C(CCCCCCC)(=O)OCCCCCCCCCCCCCCCC hexadecyl octanoate